1-(1-benzyl-3-piperidyl)-4,4-dimethylpiperidine C(C1=CC=CC=C1)N1CC(CCC1)N1CCC(CC1)(C)C